6-Methoxy-pyridine-2-carbaldehyde COC1=CC=CC(=N1)C=O